6-bromo-3,3-dimethyl-2-oxoindoline-5-carboxylic acid methyl ester COC(=O)C=1C=C2C(C(NC2=CC1Br)=O)(C)C